BrC1=CC(=C(CC2=NC3=C(N2C[C@H]2OCC2)C=C(C=C3)C(=O)OC)C=C1)F methyl (S)-2-(4-bromo-2-fluorobenzyl)-1-(oxetan-2-ylmethyl)-1H-benzo[d]imidazole-6-carboxylate